2-(3-chloropropyl)-2,8,8,11-tetramethyl-5-pentyl-8a,9,10,12a-tetrahydro-4H,8H-benzo[c][1,3]dioxino[4,5-f]chromen-4-one ClCCCC1(OC(C=2C(=C3C4C(C(OC3=CC2CCCCC)(C)C)CCC(=C4)C)O1)=O)C